(S)-N-(5-(4-Chlorophenoxy)-2-methoxyphenyl)-1-methyl-5-oxopyrrolidine-2-carboxamide ClC1=CC=C(OC=2C=CC(=C(C2)NC(=O)[C@H]2N(C(CC2)=O)C)OC)C=C1